5-[4-[[4-[2-[4-[4-(5-amino-1H-indazol-3-yl)-2-pyridyl]piperazin-1-yl]ethyl]piperazin-1-yl]methyl]-1-piperidyl]-2-(2,6-dioxo-3-piperidyl)isoindoline-1,3-dione NC=1C=C2C(=NNC2=CC1)C1=CC(=NC=C1)N1CCN(CC1)CCN1CCN(CC1)CC1CCN(CC1)C=1C=C2C(N(C(C2=CC1)=O)C1C(NC(CC1)=O)=O)=O